6-trityl-3,5,6,7-tetrahydropyrrolo[3,4-f]isoindol-1(2H)-one C(C1=CC=CC=C1)(C1=CC=CC=C1)(C1=CC=CC=C1)N1CC=2C=C3C(=CC2C1)C(NC3)=O